(E)-3,5-difluoro-N-((3-(2-(pyridin-2-yl)vinyl)-1H-indazol-5-yl)methyl)aniline FC=1C=C(NCC=2C=C3C(=NNC3=CC2)\C=C\C2=NC=CC=C2)C=C(C1)F